4-(triethoxysilylmethyl)-tetrahydro-1,4-thiazine C(C)O[Si](OCC)(OCC)CN1CCSCC1